2-(methylsulfonamido)pyrimidin CS(=O)(=O)NC1=NC=CC=N1